C=CCCCCCCCCCCCCCCCCC[N-]CCCCCCCCCCCCCCCCCC methylenebisstearylamide